(S)-quinuclidin-3-yl (2,2-dimethyl-5-(2-(trifluoromethyl)phenyl)-2,3-dihydro-1H-inden-1-yl)carbamate CC1(C(C2=CC=C(C=C2C1)C1=C(C=CC=C1)C(F)(F)F)NC(O[C@@H]1CN2CCC1CC2)=O)C